C(C)C1=CN=C(S1)C=1C=C(C(=O)N[C@H](C)C=2N=NC(=CC2)C(F)(F)F)C=C(C1)OC[C@@H]1CNCCO1 3-(5-ethyl-1,3-thiazol-2-yl)-5-[(2S)-morpholin-2-ylmethoxy]-N-{(1R)-1-[6-(trifluoromethyl)pyridazin-3-yl]ethyl}benzamide